2-(2-azabicyclo[2.1.1]hexan-4-yl)-5-(trifluoromethyl)pyrrolo[2,1-f][1,2,4]triazin-4(3H)-one C12NCC(C1)(C2)C2=NN1C(C(N2)=O)=C(C=C1)C(F)(F)F